FC1=C(C=C(C=C1)CN([C@@H]1CN(CC1)C(=O)OC(C)(C)C)C)NC(=O)NC=1C=NC(=CC1)C tert-butyl (3S)-3-{[(4-fluoro-3-{[(6-methyl(3-pyridyl))amino]carbonylamino}phenyl)methyl]methylamino}pyrrolidinecarboxylate